CN1N=CC=2C=3C=CC=4NN=C(/C=C/C=5C=CC(=CC5O[C@@H]5CCN(CCOC12)C5=O)C5CCNCC5)C4C3 (13R,21E)-5-methyl-17-(4-piperidyl)-7,14-dioxa-4,5,10,24,25-pentazahexacyclo[21.5.2.110,13.02,6.015,20.026,30]hentriaconta-1(29),2(6),3,15(20),16,18,21,23,26(30),27-decaen-31-one